4-{5-[1-(2,6-dioxopiperidin-3-yl)-3-methyl-2-oxo-1,3-benzodiazol-5-yl]pyridin-2-yl}-3-oxopiperazine-1-carboxylic acid tert-butyl ester C(C)(C)(C)OC(=O)N1CC(N(CC1)C1=NC=C(C=C1)C1=CC2=C(N(C(N2C)=O)C2C(NC(CC2)=O)=O)C=C1)=O